CN(C(=O)C1=CC=C2CC(NC2=C1)=O)C N,N-dimethyl-2-oxoindoline-6-carboxamide